BrC1=CC2=C(N(C(=N2)CCl)CCCC(F)(F)F)C=C1 5-Bromo-2-(chloromethyl)-1-(4,4,4-trifluorobutyl)-1H-benzo[d]imidazole